CC=1SC(=C(C1)CC1=CC=C(C=C1)C=1CCCCC1)C 2,5-dimethyl-4-((2',3',4',5'-tetrahydro-[1,1'-biphenyl]-4-yl)methyl)thiophene